(S)-3-(4-fluorobenzyl)-6,9-dimethyl-2-((1-methyl-1H-pyrazol-4-yl)ethynyl)-4H,6H-thieno[2,3-e][1,2,4]triazolo[3,4-c][1,4]oxazepine FC1=CC=C(CC2=C(SC=3N4C([C@@H](OCC32)C)=NN=C4C)C#CC=4C=NN(C4)C)C=C1